FC=1C=C(C=CC1N1C(=NC=C1)C)C(C)NC1=CC=C2C(=N1)N=CN2 N-(1-(3-fluoro-4-(2-methyl-1H-imidazol-1-yl)phenyl)ethyl)-1H-imidazo[4,5-b]pyridin-5-amine